BrC1=C2C=NN(C2=CC(=C1CCCCOC(C)C1CN(CCO1)C(=O)OC(C)(C)C)C)C1OCCCC1 tert-Butyl 2-(1-(4-(4-bromo-6-methyl-1-(tetrahydro-2H-pyran-2-yl)-1H-indazol-5-yl)butoxy)ethyl)morpholine-4-carboxylate